(R)-N-(2-(2-(N-(1-(1-(naphthalen-1-yl)ethyl)piperidin-4-yl)methylsulfonamido)acetamido)ethyl)propiolamide C1(=CC=CC2=CC=CC=C12)[C@@H](C)N1CCC(CC1)N(S(=O)(=O)C)CC(=O)NCCNC(C#C)=O